CN1C=C(C=CC1=O)B(O)O (1-methyl-6-oxo-3-pyridyl)boronic acid